COC=1C=C(C[C@@H]2[C@@H]([C@H](OC2)C2=CC=CC=C2)COC(C(=CC)C)=O)C=CC1OC ((2S,3R,4R)-4-(3,4-dimethoxybenzyl)-2-phenyltetrahydrofuran-3-yl)methyl-2-methylbut-2-enoate